1-[4-(Phenylthio)phenyl]-1,2-octanedione 2-(o-benzoyloxime) CCCCCC/C(=N/OC(=O)C1=CC=CC=C1)/C(=O)C2=CC=C(C=C2)SC3=CC=CC=C3